O=C1C(=C(C1=O)NC1=C(C(=NC=C1)C(=O)N(CC)CC)O)NC1C(CCC=2N=C(SC21)C)(C)C 4-((3,4-dioxo-2-((2,6,6-trimethyl-4,5,6,7-tetrahydrobenzo[d]thiazol-7-yl)amino)cyclobut-1-en-1-yl)amino)-N,N-diethyl-3-hydroxypicolinamide